(S)-4-(4-((2,3-Dihydrobenzo[b][1,4]dioxin-2-yl)methyl)piperazin-1-yl)-1,2,5-thiadiazole-3-carboxamide O1C2=C(OC[C@@H]1CN1CCN(CC1)C=1C(=NSN1)C(=O)N)C=CC=C2